CN(C(CN(C)C)(C)C)C tetramethyl-1,1-dimethyl-ethylenediamine